Methyl 3-Hydroxy-8-Methyl-8-Azabicyclo[3.2.1]Octane-2-Carboxylate OC1C(C2CCC(C1)N2C)C(=O)OC